Methyl 2-bromo-5-ethyl-1-methyl-1H-imidazole-4-carboxylate BrC=1N(C(=C(N1)C(=O)OC)CC)C